[Cl-].COC1=C(C=CC=C1)PC1=C(C=CC=C1)OC di(2-methoxyphenyl)phosphine chloride